C12CN(CC2CCC1)NC(=O)NS(=O)(=O)C1=CC=C(C)C=C1 1-(3-azabicyclo[3.3.0]oct-3-yl)-3-p-toluenesulfonyl-urea